ClC1=C2C(=NN(C2=CC=C1B1OC(C(O1)(C)C)(C)C)C1OCCCC1)C 4-chloro-3-methyl-1-(tetrahydro-2H-pyran-2-yl)-5-(4,4,5,5-tetramethyl-1,3,2-dioxaborolan-2-yl)-1H-indazole